C(C)(C)(C)C1=CC=C(C=C1)N1NC(=CC1C1=CC=C(C=C1)C(C)C)C=CC1=CC=C(C=C1)C(C)C 1-(4-tert-butylphenyl)-3-(4-isopropyl-styryl)-5-(4-isopropyl-phenyl)-pyrazoline